1,4,4-trichloro-2-methyl-1,4-disilapentane Cl[SiH2]C(C[Si](C)(Cl)Cl)C